The molecule is a dipeptide, a dithioketal, an azaspiro compound, a dicarboxylic acid monoester, an ethyl ester, a tertiary carboxamide, a secondary amino compound and a pyrrolidinecarboxylic acid. It has a role as a prodrug, an EC 3.4.15.1 (peptidyl-dipeptidase A) inhibitor and an antihypertensive agent. It derives from a spiraprilat. CCOC(=O)[C@H](CCC1=CC=CC=C1)N[C@@H](C)C(=O)N2CC3(C[C@H]2C(=O)O)SCCS3